C(#N)C1=C(N=C2N(C1=O)C=C(C=C2[C@@H](C)NC2=C(C(=O)O)C=CC=C2)C)N2CCCC2 (R)-2-((1-(3-cyano-7-methyl-4-oxo-2-(pyrrolidin-1-yl)-4H-pyrido[1,2-a]pyrimidin-9-yl)ethyl)amino)benzoic acid